2-(8-(1-((3,5-difluorophenyl)amino)ethyl)-2-morpholino-4-oxo-4H-chromen-6-yl)acetic acid FC=1C=C(C=C(C1)F)NC(C)C=1C=C(C=C2C(C=C(OC12)N1CCOCC1)=O)CC(=O)O